ClC=1C=CC=C2C=CC=C(C12)N1CC=2N=C(N=C(C2CC1)N1CC2(CN(C2)C(=O)C2C(C2)(F)F)CCCC1)OC[C@H]1N(CCC1)C (6-(7-(8-chloronaphthalen-1-yl)-2-(((S)-1-methylpyrrolidin-2-yl)methoxy)-5,6,7,8-tetrahydropyrido[3,4-d]pyrimidin-4-yl)-2,6-diazaspiro[3.6]decan-2-yl)(2,2-difluorocyclopropyl)methanone